COC=1C=C(C=CC1OC)C=1NC2=CC(=C(C=C2C1C)C1=CCN(CC1)C(=O)OC(C)(C)C)C tert-butyl 4-(2-(3,4-dimethoxyphenyl)-3,6-dimethyl-1H-indol-5-yl)-5,6-dihydropyridine-1(2H)-carboxylate